BrC1=C(SC=2C1=NC(=CC2N(C(OC(C)(C)C)=O)CC=2SC=CC2)Cl)C(C[N+](=O)[O-])=O tert-butyl N-[3-bromo-5-chloro-2-(2-nitroacetyl)thieno[3,2-b]pyridin-7-yl]-N-(2-thienylmethyl)carbamate